ClC1=NC(=CC=C1OCCC(=C)C)I 2-chloro-6-iodo-3-[(3-methylbut-3-en-1-yl)oxy]pyridine